O1C(=NC2=C1C=CC=C2)C2=CC=C(C=C2)N(C2=CC=CC1=C2N=C(O1)C1=CC=C(C=C1)N(C1=CC=CC=C1)C1=CC=C(C=C1)C=1OC2=C(N1)C=CC=C2)C2=CC=CC=C2 4-{(4-Benzooxazol-2-yl-phenyl)-phenyl-amino}-2-[4-{(4-Benzooxazol-2-yl-phenyl)-phenyl-amino}-phenyl]-Benzooxazol